tert-Butyl 4-acetyl-4,7-diazaspiro[2.5]octane-7-carboxylate C(C)(=O)N1C2(CC2)CN(CC1)C(=O)OC(C)(C)C